7-amino-3-(2-fluoro-6-methyl-phenyl)-1-[(3S)-1-methylazepan-3-yl]-4H-pyrimido[4,5-d]pyrimidin-2-one NC1=NC=C2C(=N1)N(C(N(C2)C2=C(C=CC=C2C)F)=O)[C@@H]2CN(CCCC2)C